4-(difluoromethyl)-2-methyl-N-[4'-(trifluoromethyl)biphenyl-2-yl]-1,3-thiazol-5-carboxamide FC(C=1N=C(SC1C(=O)NC1=C(C=CC=C1)C1=CC=C(C=C1)C(F)(F)F)C)F